rac-(R)-(R)-(2-(3-(1-acetylazepan-4-yl)-5'-fluoro-1'-methyl-1H,1'H-[4,6'-biindazol]-1-yl)acetyl)glycylglycine C(C)(=O)N1CC[C@@H](CCC1)C1=NN(C=2C=CC=C(C12)C1=C(C=C2C=NN(C2=C1)C)F)CC(=O)NCC(=O)NCC(=O)O |r|